F[P-](F)(F)(F)(F)F.C(CCC)[N+]1=CC=CC=C1 1-Butylpyridinium hexafluorophosphat